O=C1NN(C=2CCCCC12)CC(=O)OC(C)(C)C tert-Butyl 2-(3-oxo-2,3,4,5,6,7-hexahydro-1H-indazol-1-yl)acetate